pentylalcohol C(CCCC)O